BrC1=C(N=C(C=2N1C=CN2)O)C 5-bromo-6-methyl-imidazo[1,2-a]Pyrazin-8-ol